NC[C@@H](OCC(C)(C)S(=O)(=O)C1(CC1)CN1C(C2=C(CC1)C(=NN2C)C(=O)NCC2=CC=C(C=C2)C#N)=O)F (S)-6-((1-((1-(2-amino-1-fluoroethoxy)-2-methylpropan-2-yl)sulfonyl)cyclopropyl)methyl)-N-(4-cyanobenzyl)-1-methyl-7-oxo-4,5,6,7-tetrahydro-1H-pyrazolo[3,4-c]pyridine-3-carboxamide